C(CCCCCCCCCCC)N(CCC1N(CCN(C1)CCN(CCCCCCCCCCCC)CCCCCCCCCCCC)CCNCCCCCCCCCCCC)CCCCCCCCCCCC [2-(didodecylamino)ethyl]N1,N4,N4-tridodecyl-1,4-piperazinediethanamine